3-(4-fluorophenyl)-1H-pyrazole-5-carboxylic acid ethyl ester C(C)OC(=O)C1=CC(=NN1)C1=CC=C(C=C1)F